ClC1=CC2=C(C=N1)C(=NN2C=2C(=CC1=C(OCCN1C(=O)OC(C)(C)C)C2)OC)NC(=O)C2CCN(CC2)C tert-Butyl 7-(6-chloro-3-(1-methylpiperidine-4-carboxamido)-1H-pyrazolo[4,3-c]pyridin-1-yl)-6-methoxy-2,3-dihydro-4H-benzo[b][1,4]oxazine-4-carboxylate